C(C=C)(=O)NC(C(C)C)S(=O)(=O)[O-] acrylamido-2-methyl-propylsulfonate